CN(CCS(=O)(=O)[O-])C dimethyltaurinate